3-methoxy-4-pyrone COC1=COC=CC1=O